2-chloro-N-(4-methyl-2-oxopentyl)-5-nitrobenzamide ClC1=C(C(=O)NCC(CC(C)C)=O)C=C(C=C1)[N+](=O)[O-]